ClC1=NC=CC=C1[C@H](C)OC(=O)NC=1C(=NOC1C1=CC=C(C=N1)NC(=O)C1CCCCC1)C (1S,2S)-2-((6-(4-((((R)-1-(2-Chloropyridin-3-yl)ethoxy)carbonyl)amino)-3-methylisoxazol-5-yl)pyridin-3-yl)carbamoyl)cyclohexan